FC(C)C=1C=C(C=2N(C1)C=C(N2)[C@@H](C)N[S@](=O)C(C)(C)C)N2C(N(C(C2)=O)C)=O (R)-N-((1R)-1-(6-(1-fluoroethyl)-8-(3-methyl-2,4-dioxoimidazolidin-1-yl)imidazo[1,2-a]pyridin-2-yl)ethyl)-2-methylpropane-2-sulfinamide